C=CCCCC cis-hexen